C(C(=O)S)N The molecule is a monothiocarboxylic acid that is the thiolacid analogue of glycine. The parent of the class of thioglycines. It is an organosulfur compound and a member of thioglycines. It derives from an ethanethioic S-acid.